4-((2S,5R)-4-((R)-1-(3-methoxyphenyl)-2-methylpropyl)-2,5-dimethylpiperazin-1-yl)-2-methyl-1-(((S)-tetrahydrofuran-2-yl)methyl)-1H-[1,2,4]triazolo[3,4-b]purine COC=1C=C(C=CC1)[C@@H](C(C)C)N1C[C@@H](N(C[C@H]1C)C=1C=2N=C(N(C2N2C(N1)=NN=C2)C[C@H]2OCCC2)C)C